2-methoxyethyl O-methyl-L-serinate COC[C@H](N)C(=O)OCCOC